methyl 4-(5-acetyl-2-(2,4-difluorophenoxy)phenyl)-6-methyl-7-oxo-6,7-dihydrothieno[2,3-c]pyridine-2-carboxylate C(C)(=O)C=1C=CC(=C(C1)C=1C2=C(C(N(C1)C)=O)SC(=C2)C(=O)OC)OC2=C(C=C(C=C2)F)F